CO[Si](CCCNC(C1=C(C(=C(C(=C1F)F)N=[N+]=[N-])F)F)=O)(OC)OC N-(3-trimethoxysilylpropyl)-4-azido-2,3,5,6-tetrafluorobenzamide